FC1=C(C=CC(=C1)O)C1CCN(CC1)C(=O)C1CCN(CC1)C(=O)OC(C)(C)C tert-butyl 4-[4-(2-fluoro-4-hydroxy-phenyl)piperidine-1-carbonyl]piperidine-1-carboxylate